2,5-diglycidyl-oxymethylstyrene C(C1CO1)OCC1=C(C=C)C=C(C=C1)COCC1CO1